FC1=C(C=C(C=C1)NC(C=C)=O)NC1=NC(=NC=C1C1=CC(=CC(=C1)N1CCCC1)F)NC=1C=NN(C1)C N-(4-fluoro-3-((5-(3-fluoro-5-(pyrrolidin-1-yl)phenyl)-2-((1-methyl-1H-pyrazol-4-yl)amino)pyrimidin-4-yl)amino)phenyl)acrylamide